1-(3,5'-dichloro-2'-methoxy-3'-(4,4,5,5-tetramethyl-1,3,2-dioxaborolan-2-yl)-[1,1'-biphenyl]-4-yl)-3-methyl-1H-imidazol-2(3H)-one ClC=1C=C(C=CC1N1C(N(C=C1)C)=O)C1=C(C(=CC(=C1)Cl)B1OC(C(O1)(C)C)(C)C)OC